Aluminum TriHydrate O.O.O.[Al]